1H-pyrazolo[4,3-b]Pyridine-5-carboxylic acid methyl ester COC(=O)C1=CC=C2C(=N1)C=NN2